8-(3-aminophenyl)-6-cyclopropyl-4-(2-fluoro-4-iodo-anilino)-1,3-dimethyl-pyrido[2,3-d]pyridazine-2,5-dione NC=1C=C(C=CC1)C1=NN(C(C2=C1N(C(C(=C2NC2=C(C=C(C=C2)I)F)C)=O)C)=O)C2CC2